CN(C1CC2C(CN(C2)C(=O)N2N=C(C=C2)C(=O)N)C1)CC1=C(C=CC=C1)C(F)(F)F 1-(cis-5-(methyl(2-(trifluoromethyl)benzyl)amino)octa-hydrocyclopenta[c]-pyrrole-2-carbonyl)-1H-pyrazole-3-carboxamide